CC1(OC=2C=C(C3=C(OCOC3=O)C2[C@@H]2C=C(CC[C@@H]12)C)CCCCC)C (8aR,12aR)-8,8,11-trimethyl-5-pentyl-8a,9,10,12a-tetrahydroisochromeno[3,4-h][1,3]benzodioxin-4-one